ClC=1SC(=C(N1)C(=O)O)NC(C)C=1C=C(C=C2C(C=C(OC12)N1CC2=CC=CC=C2C1)=O)C 2-Chloro-5-[1-(2-isoindolin-2-yl-6-methyl-4-oxo-chromen-8-yl)ethylamino]thiazole-4-carboxylic acid